3-(4-((4-methylpyridin-2-yl)amino)butyrylamino)-4-oxobutanoic acid CC1=CC(=NC=C1)NCCCC(=O)NC(CC(=O)O)C=O